NC1CCN(CC1)C=1C2=C(N=CN1)NC=C2C(=O)C2=C(C=C(C=C2)OC2=CC=CC=C2)Cl (4-(4-aminopiperidin-1-yl)-7H-pyrrolo[2,3-d]pyrimidin-5-yl)(2-chloro-4-phenoxyphenyl)methanone